3-ethyl-6-(1-oxo-3,4-dihydroisoquinolin-2(1H)-yl)pyrimidine-2,4(1H,3H)-dione C(C)N1C(NC(=CC1=O)N1C(C2=CC=CC=C2CC1)=O)=O